C1(=O)OC(C(CCCC)CC)OOC(C(CCCC)CC)OC(O1)=O peroxy-di(2-ethylhexyl) dicarbonate